O1C=CC=2C1=CN=CC2 furo[2,3-c]pyridine